CN(C[C@@H](C1=CC=C(C=C1)OC)C1(CCCCC1)O)C |r| (+-)-1-[2-(dimethylamino)-1-(4-methoxyphenyl)-ethyl]cyclohexanol